ClC1=C(C=CC=C1)[C@H]1CC[C@H](N1C(=O)C1=NC=C(C=C1)C1=CC=CC=C1)C(=O)O (2S,5R)-5-(2-chlorophenyl)-1-(5-phenylpyridinecarbonyl)pyrrolidine-2-carboxylic acid